(2R)-2-amino-N-[(1R)-1-(4-fluoro-3-methoxyphenyl)ethyl]-3-hydroxypropanamide N[C@@H](C(=O)N[C@H](C)C1=CC(=C(C=C1)F)OC)CO